N=1C=CN2C1C=CC(=C2)CNC(=O)C=2OC=C(N2)C2=NC(=NC=C2C)NC2=CC=NN2C N-(imidazo[1,2-a]pyridin-6-ylmethyl)-4-(5-methyl-2-((1-methyl-1H-pyrazol-5-yl)amino)pyrimidin-4-yl)oxazole-2-carboxamide